CCCCCCCCC=1NC=CN1 8-Octyl-Imidazol